O.O.C(C)(=O)[O-].[Mn+3].C(C)(=O)[O-].C(C)(=O)[O-] Manganese(III) acetate dihydrate